3-bromopicolinaldehyde BrC=1C(=NC=CC1)C=O